C(C)C=1C(=CC=C2C=C(C=C(C12)C1=C(C=2N=C(N=C(C2C=N1)N1CCC(CCC1)O)OC[C@]12CCCN2C[C@@H](C1)F)F)OCOC)F 1-(7-(8-ethyl-7-fluoro-3-(methoxymethoxy)naphthalen-1-yl)-8-fluoro-2-(((2R,7aS)-2-fluorotetrahydro-1H-pyrrolizin-7a(5H)-yl)methoxy)pyrido[4,3-d]pyrimidin-4-yl)azepan-4-ol